copper palladium oxide sulfide indium [In].[Pd](=O)=S.[Cu]